NC1=NC2=CC=CC=C2C=C1CCC[C@@H](C(=O)O)NC(=O)OC(C)(C)C (S)-5-(2-aminoquinolin-3-yl)-2-((tert-butoxycarbonyl)amino)pentanoic acid